4-bromo-3-chloro-N-(1,1-thiazetidin-3-yl)benzenesulfonamide BrC1=C(C=C(C=C1)S(=O)(=O)NC1CNC1)Cl